CC=1N=C2N(N=C(C=C2C)C=2N=C3N(C(C2)=O)N=C(S3)C3(CCNCC3)F)C1 7-(2,8-Dimethylimidazo[1,2-b]pyridazin-6-yl)-2-(4-fluoro-4-piperidyl)-[1,3,4]thiadiazolo[3,2-a]pyrimidin-5-on